methyl 5-bromo-2-[(2R)-2-(tert-butoxycarbonylamino)-4-[2-[tert-butyl(diphenyl)silyl]oxyethoxy]butyl]pyrazole-3-carboxylate BrC=1C=C(N(N1)C[C@@H](CCOCCO[Si](C1=CC=CC=C1)(C1=CC=CC=C1)C(C)(C)C)NC(=O)OC(C)(C)C)C(=O)OC